OC1=C(C(OC2=CC=CC=C12)=O)C(=O)O hydroxycoumarincarboxylic acid